3-Isopropyl-1,6-dimethylquinoxalin-2(1H)-one C(C)(C)C=1C(N(C2=CC=C(C=C2N1)C)C)=O